NC1=NC(=C(C=2C1=NN(N2)CC2=NC(=CC=C2)C)C2=CN(C(C=C2)=O)C)C=2C=C(C#N)C=CC2 3-(4-amino-7-(1-methyl-6-oxo-1,6-dihydropyridin-3-yl)-2-((6-methylpyridin-2-yl)methyl)-2H-[1,2,3]triazolo[4,5-c]pyridin-6-yl)benzonitrile